1-(4-((4-((2-fluoro-4-((1-(5-methylpyrazin-2-yl)-1H-pyrazol-3-yl)oxy)phenyl)amino)-7-methoxyquinazolin-6-yl)amino)piperidin-1-yl)prop-2-en-1-one FC1=C(C=CC(=C1)OC1=NN(C=C1)C1=NC=C(N=C1)C)NC1=NC=NC2=CC(=C(C=C12)NC1CCN(CC1)C(C=C)=O)OC